2-(3-(3-(benzyloxy)phenyl)-5-cyclopropyl-4-(4-sulfamoylbenzyl)-1H-pyrazol-1-yl)thiazole-4-carboxylic acid C(C1=CC=CC=C1)OC=1C=C(C=CC1)C1=NN(C(=C1CC1=CC=C(C=C1)S(N)(=O)=O)C1CC1)C=1SC=C(N1)C(=O)O